BrC1=CCC(CC1)OCC1CN(CCC1NS(=O)(=O)C)C1=NC=CC=C1 N-(3-[[(4-bromocyclohex-3-en-1-yl)oxy]methyl]-1-(pyridin-2-yl)piperidin-4-yl)methanesulfonamide